N1(CCCCC1)C(=O)OCC1=CC=C(C=C1)OC1CCC(CC1)CO 4-[4-(hydroxymethyl) cyclohexyloxy]Benzyl piperidine-1-carboxylate